CC1=C(C=CC=C1)C1=CC=C(C=C1)NC(C[C@H]1C[C@H](N(C1)C=1C2=C(N=C(N1)C)C1=C(O2)C=CC=C1)C(=O)O)=O (2S,4R)-4-(2-((2'-methyl-[1,1'-biphenyl]-4-yl)amino)-2-oxoethyl)-1-(2-methylbenzofuro[3,2-d]pyrimidin-4-yl)pyrrolidine-2-carboxylic acid